methyl 4-[[(2R,3S,4S,5R)-3-(3,4-difluoro-2-hydroxy-phenyl)-4,5-dimethyl-5-(trifluoromethyl)tetrahydrofuran-2-carbonyl]amino]pyridine-2-carboxylate FC=1C(=C(C=CC1F)[C@H]1[C@@H](O[C@]([C@H]1C)(C(F)(F)F)C)C(=O)NC1=CC(=NC=C1)C(=O)OC)O